C(#N)C1=NN(C2=CC=C(C=C12)C1(SC=CC1)C(=O)O)C(C)C 2-(3-cyano-1-isopropyl-1H-indazol-5-yl)-thiophene-2-carboxylic acid